N[C@@H]1CN(CC1)C(=O)C=1SC(=CC1C)C1=CC=C(C=C1)CN(C)C (S)-(3-aminopyrrolidin-1-yl)(5-(4-((dimethylamino)methyl)phenyl)-3-methylthiophen-2-yl)methanone